phenyliodonium diacetate C(C)(=O)[O-].C(C)(=O)[O-].C1(=CC=CC=C1)[IH+].C1(=CC=CC=C1)[IH+]